O=C1N(C(C2=CC=CC=C12)=O)CC(=O)NC1=C(C(=O)N)C=CC=N1 2-(2-(1,3-Dioxoisoindolin-2-yl)acetamido)nicotinamide